5-Bromo-2-hydroxy-N-(3-(methylsulfonyl)-5-(pentafluoro-λ6-sulfaneyl)phenyl)benzenesulfonamide BrC=1C=CC(=C(C1)S(=O)(=O)NC1=CC(=CC(=C1)S(F)(F)(F)(F)F)S(=O)(=O)C)O